(1H-indol-3-yl)-5-(3,4,5-trimethoxyphenyl)isoindoline-2-carboxamide N1C=C(C2=CC=CC=C12)C1N(CC2=CC(=CC=C12)C1=CC(=C(C(=C1)OC)OC)OC)C(=O)N